CN1C2=C(C=3C=CC(=CC13)OC1=NC(=CC=C1)OCOCC[Si](C)(C)C)C=NN(C2=O)CC2=C1C=NN(C1=CC=C2)COCC[Si](C)(C)C 5-methyl-7-((6-((2-(trimethylsilyl)ethoxy)methoxy)pyridin-2-yl)oxy)-3-((1-((2-(trimethylsilyl)ethoxy)methyl)-1H-indazol-4-yl)methyl)-3,5-dihydro-4H-pyridazino[4,5-b]indol-4-one